C1=C(C(=CC2=CC=CC=C12)C(=O)Cl)C(=O)Cl naphthalene-2,3-dicarboxylic acid chloride